N-[(3,4-Dihydroxyphenyl)methyl]-2-oxo-1H-quinoline-3-carboxamide OC=1C=C(C=CC1O)CNC(=O)C=1C(NC2=CC=CC=C2C1)=O